FC1=C(COC2=CC=CC(=N2)C2CCN(CC2)CC2=NC3=C(N2CC2=CN=CN2C)C=C(C=C3)C(=O)O)C=CC(=C1)F 2-[(4-{6-[(2,4-difluorobenzyl)oxy]pyridin-2-yl}piperidin-1-yl)methyl]-1-[(1-methyl-1H-imidazol-5-yl)methyl]-1H-benzimidazole-6-carboxylic acid